O=C1CC2CC[C@H]3[C@@H]4CCC[C@@]4(C)CC[C@@H]3[C@]2(CC1)C 3-oxo-androstane